C(CCCCCCCCCCC)C(O)C(O)CO laurylglycerin